perfluoro(2-methoxy-4-methyl-3-pentanone) FC(C(C(C(C(F)(F)F)(C(F)(F)F)F)=O)(OC(F)(F)F)F)(F)F